ClC=1C=NN(C1)CC1=C(C=C2[C@](NC(NC2=C1)=O)(C(C)(F)F)C#CC1CC1)F (S)-7-((4-chloro-1H-pyrazol-1-yl)methyl)-4-(cyclopropylethynyl)-4-(1,1-difluoroethyl)-6-fluoro-3,4-dihydroquinazolin-2(1H)-one